C(C)N(CCN(CCOC(N(CC(=O)OCCCCCCCCCCCCC)CC(OCCCCCCCCCCCCC)=O)=O)CCOC(N(CC(=O)OCCCCCCCCCCCCC)CC(=O)OCCCCCCCCCCCCC)=O)CC ditridecyl 8-(2-(diethylamino)ethyl)-4,12-dioxo-3,13-bis(2-oxo-2-(tridecyloxy)ethyl)-5,11-dioxa-3,8,13-triazapentadecanedioate